5-(Isoindolin-2-yl-methyl)quinolin-8-ol C1N(CC2=CC=CC=C12)CC1=C2C=CC=NC2=C(C=C1)O